COC(NC1=CC(=CC=2CCOC21)Cl)=O methyl(5-chloro-2,3-dihydrobenzofuran-7-yl)carbamate